OC(O)C12C3CCCC3C(CC1)C2 dihydroxymethyl-tricyclo(5.2.1.02,6)decane